Lutetium Dihydride [H-].[H-].[Lu+2]